NC1=CC(=NO1)C1CCN(CC1)C(=O)C=1NC2=CC=CC(=C2C1)C (4-(5-aminoisoxazol-3-yl)piperidin-1-yl)(4-methyl-1H-indol-2-yl)methanone